C(C)OC(C(CC1=CC2=C(CCO2)C=C1F)F)=O 2-fluoro-3-(5-fluoro-2,3-dihydrobenzofuran-6-yl)propionic acid ethyl ester